5-(4-Chloro-3-{[(piperidin-4-yl)methyl]amino}phenyl)-1,3,4-oxadiazol-2(3H)-one ClC1=C(C=C(C=C1)C1=NNC(O1)=O)NCC1CCNCC1